furo[3,4-g]quinoline-6,8-dione N1=CC=CC2=CC3=C(C=C12)C(OC3=O)=O